1-(5,8-dichloro-4-((4-(pentafluoro-λ6-sulfaneyl)phenyl)amino)-2-(pyrimidin-5-ylsulfinyl)quinolin-3-yl)ethan-1-one ClC1=C2C(=C(C(=NC2=C(C=C1)Cl)S(=O)C=1C=NC=NC1)C(C)=O)NC1=CC=C(C=C1)S(F)(F)(F)(F)F